NCC1N(C(C2=CC=CC=C2C1)=O)C (aminomethyl)-2-methyl-3,4-dihydroisoquinolin-1(2H)-one